NC(CO)(CO)CO.CC1=C(OC2=C(C=C(C=C2C1=O)C)[C@@H](C)NC1=C(C(=O)O)C=CC=C1)C1=CC=CC=C1 2-[[(1R)-1-(3,6-Dimethyl-4-oxo-2-phenyl-chromen-8-yl)ethyl]amino]benzoic acid tromethamine salt